5-((1-methyl-1H-imidazol-2-yl)methoxy)-2,2'-bipyridine CN1C(=NC=C1)COC=1C=CC(=NC1)C1=NC=CC=C1